CN(C/C=C/C(=O)N1CCOC2=C3C(=NC=NC3=CC=C21)NC2=CC=C(C=C2)OCC2=C(C=CC=C2)Cl)C (E)-4-(dimethylamino)-1-(10-((4-((2-chlorobenzyl)oxy)phenyl)amino)-2,3-dihydro-4H-[1,4]oxazino[2,3-f]quinazolin-4-yl)but-2-en-1-one